2-Methyl-1-(2,2,2-Trifluoroethyl)-1H-Imidazol-5(4H)-One CC=1N(C(CN1)=O)CC(F)(F)F